2-(methyl-2-pyridylamino)acetic acid CN(CC(=O)O)C1=NC=CC=C1